(R)-3,4-diethylpiperazine-1-carboxylic acid tert-butyl ester C(C)(C)(C)OC(=O)N1C[C@H](N(CC1)CC)CC